diethylene glycol methyl tertiary butyl ether C(C)(C)(C)OCCOCCOC